diphenyl methylthionophosphonate CP(OC1=CC=CC=C1)(OC1=CC=CC=C1)=S